2-[6-amino-5-(4-piperazin-1-ylpyrazol-1-yl)pyridazin-3-yl]-6-fluoro-phenol NC1=C(C=C(N=N1)C1=C(C(=CC=C1)F)O)N1N=CC(=C1)N1CCNCC1